C1(CC1)C[C@@H](C(N[C@@H](C[C@H]1C(NCC1)=O)C(COC(F)(F)F)=O)=O)NC(=O)C=1NC(=CN1)C1=CC=CC=C1 N-((S)-3-cyclopropyl-1-oxo-1-(((S)-3-oxo-1-((S)-2-oxopyrrolidin-3-yl)-4-(trifluoromethoxy)butan-2-yl)amino)propan-2-yl)-5-phenyl-1H-imidazole-2-carboxamide